CC=1N=C(C2=C(N1)OC=C2C(=O)N2CCC(CC2)C2=NC=CC=C2)NC2(CC2)C methyl-N-(1-methylcyclopropyl)-5-[4-(pyridin-2-yl)piperidine-1-carbonyl]furo[2,3-d]pyrimidin-4-amine